N[C@H]1CS(C2=C(N(C1=O)CC1=CC=C(C=C1)Cl)C=C(C(=C2)F)C=2OC(=NN2)C(C(C(F)(F)F)N)(C)C)(=O)=O (3R)-3-amino-7-[5-(2-amino-3,3,3-trifluoro-1,1-dimethyl-propyl)-1,3,4-oxadiazol-2-yl]-5-[(4-chlorophenyl)methyl]-8-fluoro-1,1-dioxo-2,3-dihydro-1lambda6,5-benzothiazepin-4-one